NCC=1C=NC(=NC1)C1=C(C=C(C=N1)C#N)OC=1N(N=C(C1)C1=NC=CC=C1)C 6-[5-(aminomethyl)pyrimidin-2-yl]-5-(2-methyl-5-pyridin-2-ylpyrazol-3-yl)oxypyridine-3-carbonitrile